ethyl 2-formyl-4-methyl-1-((2-(trimethylsilyl) ethoxy) methyl)-1H-imidazole-5-carboxylate C(=O)C=1N(C(=C(N1)C)C(=O)OCC)COCC[Si](C)(C)C